C[Si](CCOCN1C(NC2=C1C=CC=C2)=O)(C)C 3-((2-(trimethylsilyl)ethoxy)methyl)-1,3-dihydro-2H-benzo[d]imidazol-2-one